FC(C)(F)C1=NC(=CC(=N1)NC1=CC(=NC=C1F)NC(C)=O)CC N-(4-((2-(1,1-difluoroethyl)-6-ethylpyrimidin-4-yl)amino)-5-fluoropyridin-2-yl)acetamide